ClC=1C=C(C=C(C1O)C1=CC=CC=C1)C(C(C1=CC(=C(C(=C1)C1=CC=CC=C1)O)Cl)C1=CC(=C(C(=C1)C1=CC=CC=C1)O)Cl)C1=CC(=C(C(=C1)C1=CC=CC=C1)O)Cl 1,1,2,2-tetrakis(3-chloro-5-phenyl-4-hydroxyphenyl)ethane